C(CCCCCCCCC=CC=CCCC)=O hexadeca-10,12-dienal